The molecule is a 1-acyl-sn-glycerophosphoserine in which the acyl group is specified as heptadecanoyl. It derives from a heptadecanoic acid. It is a conjugate acid of a 1-heptadecanoyl-sn-glycero-3-phosphoserine(1-). CCCCCCCCCCCCCCCCC(=O)OC[C@H](COP(=O)(O)OC[C@@H](C(=O)O)N)O